CC=1C=C(OCC(=O)N)C=C(C1)C 2-(3,5-dimethylphenoxy)acetamide